(1S,2S)-N-(6-(5-chloro-6-fluoro-7-((4-methoxybutan-2-yl)amino)-1H-indazol-4-yl)imidazo[1,2-a]pyrazin-2-yl)-2-fluorocyclopropane-1-carboxamide ClC=1C(=C2C=NNC2=C(C1F)NC(C)CCOC)C=1N=CC=2N(C1)C=C(N2)NC(=O)[C@H]2[C@H](C2)F